ClC1=CC2=C(N(C(N=C2N2[C@H](CN(CC2)C(C=C)=O)C)=O)C2=C(C=CC=C2)C(C)C)N=C1C1=C(C#N)C=CC=C1F 2-(6-chloro-4-((2S)-2-methyl-4-(2-propenoyl)-1-piperazinyl)-2-oxo-1-(2-(2-propanyl)phenyl)-1,2-dihydropyrido[2,3-d]pyrimidin-7-yl)-3-fluorobenzonitrile